ClC=1C(=NC(=NC1)NC1=C(C(=C(C=C1)N1CCC(CC1)N1CCN(CC1)C)F)OC(F)F)NC1=C(SC=C1)C(=O)N 3-((5-chloro-2-((2-(difluoromethoxy)-3-fluoro-4-(4-(4-methylpiperazin-1-yl)piperidin-1-yl)phenyl)amino)pyrimidin-4-yl)amino)thiophene-2-carboxamide